1,3-bis(3-hydroxypropyl)-1,3-dimethyl-1,3-diethyldisiloxane OCCC[Si](O[Si](CC)(C)CCCO)(CC)C